ClC=1C(=NC(=C(C1)C1=CC=C(C=C1)N1C[C@H]2CC[C@@H](C1)N2C)F)N 3-chloro-6-fluoro-5-(4-((1R,5S)-8-methyl-3,8-diazabicyclo[3.2.1]octan-3-yl)phenyl)pyridine-amine